C1=C(C(=O)NC(=O)N1)F The molecule is a nucleobase analogue that is uracil in which the hydrogen at position 5 is replaced by fluorine. It is an antineoplastic agent which acts as an antimetabolite - following conversion to the active deoxynucleotide, it inhibits DNA synthesis (by blocking the conversion of deoxyuridylic acid to thymidylic acid by the cellular enzyme thymidylate synthetase) and so slows tumour growth. It has a role as a xenobiotic, an environmental contaminant, a radiosensitizing agent, an antineoplastic agent, an immunosuppressive agent and an antimetabolite. It is a nucleobase analogue and an organofluorine compound. It derives from a uracil.